BrC1=CC(=C2C=NC(=NC2=C1)NC(=O)NC=1C=NC=CC1)F 1-(7-bromo-5-fluoroquinazolin-2-yl)-3-(pyridin-3-yl)urea